pentasodium ethylene bistetraphosphate O(P([O-])(=O)OP(=O)([O-])OP(=O)([O-])OP(=O)([O-])[O-])CCOP(O)(=O)OP(=O)(O)OP(=O)(O)OP(=O)(O)O.[Na+].[Na+].[Na+].[Na+].[Na+]